tert-butyl 5-bromo-3-(1-cyanocyclopropyl)-1H-pyrrolo[2,3-b]pyridine-1-carboxylate BrC=1C=C2C(=NC1)N(C=C2C2(CC2)C#N)C(=O)OC(C)(C)C